5-chloro-1-(4-(5-(difluoromethyl)-1,3,4-oxadiazole-2-yl)-2-fluorobenzyl)-3-(1-methylpiperidine-4-yl)-1,3-dihydro-2H-benzo[d]imidazole-2-one ClC1=CC2=C(N(C(N2C2CCN(CC2)C)=O)CC2=C(C=C(C=C2)C=2OC(=NN2)C(F)F)F)C=C1